1-(2-(5-(2,4-dimethoxyphenyl)isoindolin-2-yl)-2-oxoethyl)-1H-1,2,4-triazole-3-carbonitrile COC1=C(C=CC(=C1)OC)C=1C=C2CN(CC2=CC1)C(CN1N=C(N=C1)C#N)=O